ClC1=CC=C(CC2=CC(=NN2)N)C=C1 5-(4-chlorobenzyl)-1H-pyrazol-3-amine